N1(CCCC2=CC=CC=C12)C(=O)ON=CC1=CC(=CC=C1)C 3-methylbenzaldehyde O-(1,2,3,4-tetrahydroquinoline-1-carbonyl) oxime